N,N-bis(1-methylethyl)-1H-1,2,4-triazole-1-methylamine CC(C)N(CN1N=CN=C1)C(C)C